C(C(C)C)N(CCCN)CC(C)C N,N-diisobutyl-1,3-diaminopropane